C(C)C(C(C)=CCCC(C)=CC=O)CC diethylcitral